ClC=1C(=NC(=CC1)C1=CC(=C(C=C1)C(F)(F)F)Cl)C(=O)O 3-Chloro-6-(3-chloro-4-(trifluoromethyl)phenyl)picolinic acid